(S)-3-bromo-4-(3-((tert-butyldimethylsilyl)oxy)pyrrolidin-1-yl)benzenesulfonamide BrC=1C=C(C=CC1N1C[C@H](CC1)O[Si](C)(C)C(C)(C)C)S(=O)(=O)N